C(C([2H])[2H])C1=CC=C(C=C1)NC(=O)NC1=CNC2=CC=CC=C12 1-(4-(Ethyl-2,2-d2)phenyl)-3-(1H-indol-3-yl)urea